7-(4-(2-fluoro-6-methylphenyl)piperidin-1-yl)pyrido[2,3-b]pyrazin-6(5H)-one FC1=C(C(=CC=C1)C)C1CCN(CC1)C1=CC=2C(=NC=CN2)NC1=O